N12CC3CC(CC(C1)C3)C2 1-aza-tricyclo[3.3.1.13,7]decane